tert-Butyl N-(2-ethynylphenyl)-N-[(7-methylquinolin-8-yl)sulfonyl]carbamate C(#C)C1=C(C=CC=C1)N(C(OC(C)(C)C)=O)S(=O)(=O)C=1C(=CC=C2C=CC=NC12)C